(R)-N-(1-(3-(difluoromethyl)-2-fluorophenyl)ethyl)-6-(4-(oxetan-3-yl)piperazin-1-yl)cinnolin-4-amine FC(C=1C(=C(C=CC1)[C@@H](C)NC1=CN=NC2=CC=C(C=C12)N1CCN(CC1)C1COC1)F)F